PROPYL-CYCLOHEXANE C(CC)C1CCCCC1